1-octadecyl-2-(5Z,8Z,11Z,14Z-eicosatetraenoyl)-glycero-3-phosphoserine CCCCCCCCCCCCCCCCCCOC[C@H](COP(=O)(O)OC[C@@H](C(=O)O)N)OC(=O)CCC/C=C\C/C=C\C/C=C\C/C=C\CCCCC